1-(tert-butyl)-N-(4-(2-(cyclopropanecarboxamido)pyridin-4-yl)-2-methylbenzyl)-1H-1,2,3-triazole-4-carboxamide C(C)(C)(C)N1N=NC(=C1)C(=O)NCC1=C(C=C(C=C1)C1=CC(=NC=C1)NC(=O)C1CC1)C